(2S,4R)-4-(difluoromethoxy)-1-((phenoxathiine-3-carbonyl)glycyl)pyrrolidine-2-carboxylic acid FC(O[C@@H]1C[C@H](N(C1)C(CNC(=O)C=1C=CC=2SC3=CC=CC=C3OC2C1)=O)C(=O)O)F